tin gold [Au].[Sn]